N-[1-[5-fluoro-2-[[1-[(1-hydroxycyclopropyl)methyl]-3-methyl-pyrazol-4-yl]amino]pyrimidin-4-yl]-3-methyl-indol-5-yl]prop-2-enamide FC=1C(=NC(=NC1)NC=1C(=NN(C1)CC1(CC1)O)C)N1C=C(C2=CC(=CC=C12)NC(C=C)=O)C